BrC=1C=C(C=C2C(N(C(=NC12)N1CCC(CC1)(C)C)C1CC1)=O)C 8-bromo-3-cyclopropyl-2-(4,4-dimethylpiperidin-1-yl)-6-methylquinazolin-4(3H)-one